CCOCCOCCOCCOCCOCCC(=O)O [3-{2-(2-[2-{2-(2-ethoxy)-ethoxy}-ethoxy]-ethoxy)-ethoxy}]propionic acid